C(C)OC(CC(C(=O)O)SC[C@@H](C(=O)OC)NC(=O)OCC[Si](C)(C)C)=O 4-ethoxy-2-{[(2R)-3-methoxy-3-oxo-2-({[2-(trimethylsilyl)ethoxy]carbonyl}amino)propyl]sulfanyl}-4-oxobutanoic acid